6,7-difluoro-1-(oxan-2-yl)indazole-4-carboxylic acid FC=1C=C(C=2C=NN(C2C1F)C1OCCCC1)C(=O)O